N[C@](COC1=C(C=C(C=C1)C1=CC(=NC=C1)NC(C)=O)OC(F)(F)F)(CC(C)C)C (S)-N-(4-(4-((2-amino-2,4-dimethylpentyl)oxy)-3-(trifluoromethoxy)phenyl)pyridin-2-yl)acetamide